2-iodo-1,1,2,2-tetrafluoro-1-vinyloxyethane IC(C(OC=C)(F)F)(F)F